(2-chloro-3-methoxy-1-naphthyl) triflate O(S(=O)(=O)C(F)(F)F)C1=C(C(=CC2=CC=CC=C12)OC)Cl